3-ethylsulfanyl-5-trifluoromethyl-N-[2-hydroxy-5-trifluoromethylsulfinylpyridin-3-yl]picolinamide C(C)SC=1C(=NC=C(C1)C(F)(F)F)C(=O)NC=1C(=NC=C(C1)S(=O)C(F)(F)F)O